(R)-4-(4-((1-(3-(difluoromethyl)-2-fluorophenyl)ethyl)amino)-2-methyl-7-(oxetan-3-yloxy)pyrido[2,3-d]pyrimidin-6-yl)tetrahydro-2H-thiopyran 1,1-dioxide FC(C=1C(=C(C=CC1)[C@@H](C)NC=1C2=C(N=C(N1)C)N=C(C(=C2)C2CCS(CC2)(=O)=O)OC2COC2)F)F